methyl 2-chloro-4-methyl-6-((4-(5-methyl-3-(trifluoromethyl)-1H-pyrazol-1-yl)benzyl)amino)pyrimidine-5-carboxylate ClC1=NC(=C(C(=N1)C)C(=O)OC)NCC1=CC=C(C=C1)N1N=C(C=C1C)C(F)(F)F